(5'S,7a'R)-5'-(3,5-difluorophenyl)-3-(1-phenylethoxy)tetrahydro-3'H-spiro[cyclobutane-1,2'-pyrrolo[2,1-b]oxazol]-3'-one FC=1C=C(C=C(C1)F)[C@@H]1CC[C@H]2OC3(C(N21)=O)CC(C3)OC(C)C3=CC=CC=C3